[7-(dimethylamino)-4-nitrophenothiazin-3-ylidene]-dimethylazanium chloride [Cl-].CN(C=1C=C2SC3=C(C(C=CC3=NC2=CC1)=[N+](C)C)[N+](=O)[O-])C